C(C)(C)(C)OC(=O)NCCS 2-(tert-butoxycarbonylamino)ethanethiol